2,2-dipropylmalonate C(CC)C(C(=O)[O-])(C(=O)[O-])CCC